1,3-Pentylene glycol C(CC(CC)O)O